ClC=1C=CC(=C(CNC2CCC(CC2)NC(OC(C)(C)C)=O)C1)OCCOC tert-butyl ((1r,4r)-4-((5-chloro-2-(2-methoxyethoxy)benzyl)amino)cyclohexyl)carbamate